C(=CCCCCCCCCC(C)C)O Isotridecenol